O1C=NC2=C1C=C(C=C2)C2=CN=C(S2)NC(=O)C2CCN(CC2)C N-(5-(benzo[d]oxazol-6-yl)thiazol-2-yl)-1-methylpiperidine-4-carboxamide